(R)-N-(1-(6-amino-4-(trifluoromethyl)pyridin-2-yl)ethyl)-6,7-bis(2-methoxyethoxy)-2-Methylquinazolin-4-amine NC1=CC(=CC(=N1)[C@@H](C)NC1=NC(=NC2=CC(=C(C=C12)OCCOC)OCCOC)C)C(F)(F)F